FS(=O)(=O)CCC1(C(CCC1)=O)C(=O)OCC Ethyl 1-(2-(fluorosulfonyl) ethyl)-2-oxocyclopentane-carboxylate